2,6-di-t-butyl-4-methyl-phenol ethylenebis(oxyethylene)bis[3-(5-t-butyl-4-hydroxy-m-tolyl)propionate] C(COCCC(C(=O)O)CC=1C=C(C=C(C1O)C(C)(C)C)C)OCCC(C(=O)O)CC=1C=C(C=C(C1O)C(C)(C)C)C.C(C)(C)(C)C1=C(C(=CC(=C1)C)C(C)(C)C)O